(imidazo[1,2-b]pyridazin-3-ylethynyl)-4-methyl-N-(3-(2-methylthiazol-4-yl)-5-(trifluoromethyl)phenyl)benzamide N=1C=C(N2N=CC=CC21)C#CC2=C(C(=O)NC1=CC(=CC(=C1)C(F)(F)F)C=1N=C(SC1)C)C=CC(=C2)C